5-bromo-4-chloro-7-((2-(trimethylsilyl)ethoxy)methyl)-7H-pyrrolo[2,3-d]pyrimidine BrC1=CN(C=2N=CN=C(C21)Cl)COCC[Si](C)(C)C